(R)-4-(7-chloro-4-((1-(3-(2-(2-(dimethylamino)ethoxy)-1,1-difluoroethyl)-2-fluorophenyl)ethyl)amino)-2-methylpyrido[2,3-d]pyrimidin-6-yl)tetrahydro-2H-thiopyran 1,1-dioxide ClC=1C(=CC2=C(N=C(N=C2N[C@H](C)C2=C(C(=CC=C2)C(COCCN(C)C)(F)F)F)C)N1)C1CCS(CC1)(=O)=O